6-{6-chloro-4-[(1S,6R)-3,9-diazabicyclo[4.2.1]nonan-3-yl]-2-({1-[(dimethylamino)methyl]cyclopropyl}methoxy)-8-fluoroquinazolin-7-yl}-4-methyl-5-(trifluoromethyl)pyridin-2-amine ClC=1C=C2C(=NC(=NC2=C(C1C1=C(C(=CC(=N1)N)C)C(F)(F)F)F)OCC1(CC1)CN(C)C)N1C[C@@H]2CC[C@H](CC1)N2